C=1(C(=CC(=C(C1)N)N)N)N 1,2,4,5-Benzenetetramine